FC1=CC=C(C=C1)C(=O)C1=CNC=2N=C(N=C(C21)NCCN2CCOCC2)NC2=CC=C(C=C2)N2CCN(CC2)C (4-fluorophenyl)(2-((4-(4-methylpiperazin-1-yl)phenyl)amino)-4-((2-morpholinoethyl)amino)-7H-pyrrolo[2,3-d]pyrimidin-5-yl)methanone